CC=1C=C2CC3CC4CC=C(C(C4C=C3C(C2=CC1)=O)=O)C(=O)N 8-methyl-1,11-dioxo-1,4,4a,5,5a,6,11,12a-octahydrotetracene-2-carboxamide